3-(2-chloro-3-(6-(1-methylcyclopropoxy)-9-((4-methylpyridin-2-yl)methyl)-9H-purin-8-yl)phenoxy)-N,N-dimethylpropan-1-amine ClC1=C(OCCCN(C)C)C=CC=C1C=1N(C2=NC=NC(=C2N1)OC1(CC1)C)CC1=NC=CC(=C1)C